tert-butyl 4-(3-ethoxy-1H-pyrazol-1-yl)piperidine-1-carboxylate C(C)OC1=NN(C=C1)C1CCN(CC1)C(=O)OC(C)(C)C